Ethyl 2-chloro-4-[3-(hydroxymethyl)-3,4-dihydro-1H-isoquinolin-2-yl]pyrimidine-5-carboxylate ClC1=NC=C(C(=N1)N1CC2=CC=CC=C2CC1CO)C(=O)OCC